C[C@@]1(COC2=C1C=C(C=C2)C(=O)OC)C2=CC=CC=C2 |r| (+/-)-methyl 3-methyl-3-phenyl-2,3-dihydrobenzofuran-5-carboxylate